C12(C(=C(CCC1)C(C)C)O2)C (5R)-1,2-epoxy-m-menthene